8-chloro-1-methyl-6-(trifluoromethyl)-1,2,3,4-tetrahydroisoquinoline ClC=1C=C(C=C2CCNC(C12)C)C(F)(F)F